FC(C=1C=C(CN)C=C(C1)C(F)(F)F)(F)F 3,5-bistrifluoromethylbenzylamine